3,7-dimethyl-5-bromo-2-naphthalenethiol CC=1C(=CC2=CC(=CC(=C2C1)Br)C)S